NC1=CC=C(C(=C1C(=O)N(C)C(CO)(C)C)F)C=1C=C2C(=NC1)NCC21CC1 6-amino-3-(1',2'-dihydrospiro[cyclopropane-1,3'-pyrrolo[2,3-b]pyridin]-5'-yl)-2-fluoro-N-(1-hydroxy-2-methylpropan-2-yl)-N-methylbenzamide